N1CC(C1)S(=O)(=O)N1CCN(CC1)C=1C=NC=C(C1)C(F)(F)F 1-(azetidin-3-ylsulfonyl)-4-(5-(trifluoromethyl)pyridin-3-yl)piperazine